N-(6-chloro-1,3-benzoxazol-2-yl)-3,5-dimethyladamantane-1-carboxamide ClC1=CC2=C(N=C(O2)NC(=O)C23CC4(CC(CC(C2)C4)(C3)C)C)C=C1